N-(2-hydroxy-3-chloropropyl)amidosulfuric acid OC(CNS(O)(=O)=O)CCl